NC1=C(C(=NN1C1=C(C=CC=C1)F)C1=CC=C(C=C1)Br)C#N 5-amino-3-(4-bromophenyl)-1-(2-fluorophenyl)pyrazole-4-carbonitrile